N-(3-(5-(2-acetamidopyridin-4-yl)-2-(methylthio)-1-((2-(trimethylsilyl)ethoxy)methyl)-1H-imidazol-4-yl)phenyl)picolinamide C(C)(=O)NC1=NC=CC(=C1)C1=C(N=C(N1COCC[Si](C)(C)C)SC)C=1C=C(C=CC1)NC(C1=NC=CC=C1)=O